C(C)(C)C1=CC=C(C=C1)CCCC(C(C)O)C 6-(4-isopropylphenyl)-3-methyl-2-hexanol